[(1S,6R,7S)-3-[3-(6-fluoroquinolin-4-yl)-1H-pyrazolo[3,4-b]pyrazin-6-yl]-7-(5-methyl-1,2-oxazol-3-yl)-3-azabicyclo[4.1.0]heptan-7-yl]methanamine FC=1C=C2C(=CC=NC2=CC1)C1=NNC2=NC(=CN=C21)N2C[C@@H]1[C@]([C@@H]1CC2)(C2=NOC(=C2)C)CN